C[C@H]1C/C=C/C=C\\C[C@H](CCC[C@H](C[C@H](OC(=O)C[C@H]([C@H]([C@@H]([C@H]([C@@H]1O)C)O)C)O)[C@H](C)[C@@H](/C=C(\\C)/C=C/C=C/C=C/C=C/C=C/C[C@@H](/C=C(\\C)/CCC(=O)O)O)O)O)OC The molecule is a macrolide antibiotic isolated from the culture broth of the myxobacterium Sorangium cellulosum and has been found to be active against Gram-positive bacteria. It has a role as a metabolite and an antibacterial agent. It is a hydroxy monocarboxylic acid and a macrolide antibiotic.